NC1=NC2=CC=C(C=C2C=C1C)C(=O)N(CC1=NC=CC=C1F)CC1=NC=C(C=C1)C(F)F 2-amino-N-((5-(difluoromethyl)-2-pyridinyl)methyl)-N-((3-fluoro-2-pyridinyl)methyl)-3-methyl-6-quinolinecarboxamide